3-((2-methyl-4-nitrophenoxy)methyl)pyridine CC1=C(OCC=2C=NC=CC2)C=CC(=C1)[N+](=O)[O-]